C(C)(C)(C)OC(=O)N1C(CN(CC1)S(=O)(=O)C)C(=O)O 1-tert-butoxycarbonyl-4-methylsulfonyl-piperazine-2-carboxylic acid